tert-butyl (2S*,5R*)-2-(6-bromo-4-oxo-3,4-dihydrothieno[3,2-d]pyrimidin-2-yl)-5-phenylpiperidine-1-carboxylate BrC1=CC=2N=C(NC(C2S1)=O)[C@H]1N(C[C@H](CC1)C1=CC=CC=C1)C(=O)OC(C)(C)C |o1:11,14|